O=C1NC(CCC1N1C(C2=CC=C(C=C2C1)CN1CCC(CC1)C=1SC2=C(N1)C=C(C(=C2)NC(C2=NC(=CC=C2)C(F)(F)F)=O)C(C)(C)O)=O)=O N-(2-(1-((2-(2,6-dioxopiperidin-3-yl)-1-oxoisoindolin-5-yl)methyl)piperidin-4-yl)-5-(2-hydroxypropan-2-yl)benzo[d]thiazol-6-yl)-6-(trifluoromethyl)picolinamide